N-(1,3-dihydroxy-2-methylpropan-2-yl)-2-methyl-2H-indazole-3-carboxamide OCC(CO)(C)NC(=O)C=1N(N=C2C=CC=CC12)C